C1(CC1)C1NC2=NC3=C(C(NCCOC4=C1C=C(C=N4)F)=O)C=NN3C=C2 13-cyclopropyl-11-fluoro-6,7,13,14-tetrahydro-1,15-ethenopyrazolo[4,3-f]pyrido[3,2-l][1,4,8,10]oxatriazacyclotridecin-4(5H)-one